FC1=C(CC2=C3N(C=C(N2)C2=C(C=CC=C2)F)C(C(=N3)CC=3OC=CC3)=O)C=CC=C1 8-(2-Fluorobenzyl)-6-(2-fluorophenyl)-2-(furan-2-ylmethyl)imidazo[1,2-a]pyrazin-3(7H)-one